C1([C@H](O)[C@@H](O)[C@@H](O)[C@H](O1)CO)OC(CC[C@H](N)C(=O)O)CN 5-(galactosyl-hydroxy)-L-lysine